O=C1C(O)=C(O)[C@H](O1)[C@@H](O)CO |r| racemic-ascorbic acid